7-bromo-3-(ethoxycarbonyl)-2-methoxyquinoline-8-carboxylic acid BrC1=CC=C2C=C(C(=NC2=C1C(=O)O)OC)C(=O)OCC